2-(morpholin-4-yl)-4-phenyl-8-(1H-pyrazol-3-yl)-[1,7]naphthyridine N1(CCOCC1)C1=NC2=C(N=CC=C2C(=C1)C1=CC=CC=C1)C1=NNC=C1